(3-(Methoxyimino)hexahydro-1H-imidazo[2,1-c][1,4]oxazin-1-yl)(2'-methyl-[1,1'-biphenyl]-4-yl)methanone CON=C1CN(C2COCCN21)C(=O)C2=CC=C(C=C2)C2=C(C=CC=C2)C